OC1CN(C1)C(=O)C1=CC=C(C=C1)C1=NC=C2N1C=C(N=C2)C2=CC=CC=C2 (3-hydroxyazetidin-1-yl)(4-(6-phenylimidazo[1,5-a]pyrazin-3-yl)phenyl)methanone